C(C=C)(=O)N1C[C@@H](N(CC1)C=1C2=C(N(C(N1)=O)C=1C(=NC=CC1S(=O)(=O)C)C)N=C(C(=C2)F)C2=C(C=CC=C2O)F)C 4-((S)-4-propenoyl-2-methylpiperazin-1-yl)-6-fluoro-7-(2-fluoro-6-hydroxyphenyl)-1-(2-methyl-4-(methylsulfonyl)pyridin-3-yl)pyrido[2,3-d]pyrimidin-2(1H)-one